(S)-N-(5-(cyclopropylmethoxy)pyridin-2-yl)-2-((S)-4,4-difluoro-3-(1-methyl-6-oxo-1,6-dihydropyridin-3-yl)piperidin-1-yl)propionamide C1(CC1)COC=1C=CC(=NC1)NC([C@H](C)N1C[C@@H](C(CC1)(F)F)C1=CN(C(C=C1)=O)C)=O